cis-6-fluoro-7-(trifluoromethoxy)-1,2,3,4,4a,9b-hexahydrobenzofuro[3,2-b]pyridine FC1=C(C=CC2=C1O[C@@H]1[C@H]2NCCC1)OC(F)(F)F